4-{4-[1,1-bis(4-hydroxyphenyl)ethyl]-α,alpha-dimethylbenzyl}phenol OC1=CC=C(C=C1)C(C)(C1=CC=C(C=C1)O)C1=CC=C(C(C)(C)C2=CC=C(C=C2)O)C=C1